C(C=C)(=O)N1C[C@@H]2COC3=C(C(N2CC1)=O)C(=NC(=C3Cl)C3=C(C=CC=C3O)F)N3CC1CN(CC1C3)C (6aR)-8-acryloyl-4-chloro-3-(2-fluoro-6-hydroxyphenyl)-1-(5-methylhexahydropyrrolo[3,4-c]pyrrol-2(1H)-yl)-6,6a,7,8,9,10-hexahydro-12H-pyrazino[2,1-c]pyrido[3,4-f][1,4]oxazepin-12-one